(S)-N-(3-(6-acrylamidopyridin-2-yl)prop-2-yn-1-yl)-N-(4-fluorophenyl)-1-(6-methyl-4-(trifluoromethyl)pyridin-2-yl)-5-oxopyrrolidine-2-carboxamide C(C=C)(=O)NC1=CC=CC(=N1)C#CCN(C(=O)[C@H]1N(C(CC1)=O)C1=NC(=CC(=C1)C(F)(F)F)C)C1=CC=C(C=C1)F